O1CC(CCC1)N1N=CC=2C1=CN=CC2B(O)O [1-(oxan-3-yl)pyrazolo[3,4-c]pyridin-4-yl]boranediol